COC(=O)C=1C=C2C(=NC1)N(N=C2C=2CCN(CC2)C(=O)OC(C)(C)C)COCC[Si](C)(C)C tert-Butyl 4-[5-(Methoxycarbonyl)-1-{[2-(trimethylsilyl)ethoxy]-methyl}pyrazolo[3,4-b]pyridin-3-yl]-3,6-dihydro-2H-pyridine-1-carboxylate